5-bromo-1H-indazole-7-ol BrC=1C=C2C=NNC2=C(C1)O